FC(OC=1C=NC(=NC1)NC1CCN(CC1)S(=O)(=O)C=1C=C(CN2CCC(CC2)C2=CC=C3C(=NN(C3=C2)CC(F)(F)F)N2C(NC(CC2)=O)=O)C=CC1)F 1-(6-(1-(3-((4-((5-(difluoromethoxy)-pyrimidin-2-yl)amino)piperidin-1-yl)sulfonyl)benzyl)piperidin-4-yl)-1-(2,2,2-trifluoroethyl)-1H-indazol-3-yl)dihydro-pyrimidine-2,4(1H,3H)-dione